C1=C(NC=N1)C[C@@H](C(=O)[O-])[NH3+] The molecule is zwitterionic form of L-histidine having an anionic carboxy group and a protonated alpha-amino group. It is an amino acid zwitterion and a polar amino acid zwitterion. It is a tautomer of a L-histidine.